C(#N)C1=C(C=CC(=C1)C1=NC(=CN=C1)OCC)NC(C(OC)C=1N=C(SC1)NS(=O)(=O)C1CC1)=O N-(2-cyano-4-(6-ethoxypyrazin-2-yl)phenyl)-2-(2-(cyclopropanesulfonamido)thiazol-4-yl)-2-methoxyacetamide